1-((1R,4R)-4-(Ethylamino)cyclohexyl)-6-methyl-5-(8-methyl-[1,2,4]triazolo[1,5-a]pyridin-6-yl)-1,3-dihydro-2H-benzo[d]imidazol-2-on C(C)NC1CCC(CC1)N1C(NC2=C1C=C(C(=C2)C=2C=C(C=1N(C2)N=CN1)C)C)=O